C1(CCCCC1)NCCCNCCCC=1N=C(OC1)CNC1=NC(=CC(=N1)NC1CCN(CC1)C(CCNCC(=O)O)=O)C (3-{4-[2-({4-[3-(3-cyclohexylamino-propylamino)-propyl]-oxazol-2-ylmethyl}-amino)-6-methyl-pyrimidin-4-ylamino]-piperidin-1-yl}-3-oxo-propylamino)-acetic acid